ClC1=CC=C(C=C1)C1=C(C=CC=C1)NC1CCN(CC1)CC=1C=C2C(N(C(C2=CC1)=O)N1C(NC(CC1)=O)=O)=O 5-((4-((4'-chloro-[1,1'-biphenyl]-2-yl)amino)piperidin-1-yl)methyl)-2-(2,4-dioxotetrahydropyrimidine-1(2H)-yl)isoindoline-1,3-dione